N[C@H](C(=O)OCC)CCC1=NC2=C(N1C)C=CC(=C2)[N+](=O)[O-] ethyl (2S)-2-amino-4-(1-methyl-5-nitro-benzimidazol-2-yl)butanoate